C(CCCCCCCCCCC)C1=NNC=N1 3-dodecyl-1,2,4-triazole